aluminum bisstearamide C(CCCCCCCCCCCCCCCCC)(=O)N.C(CCCCCCCCCCCCCCCCC)(=O)N.[Al]